N-(7-oxo-7-(2-propylhydrazino)heptyl)-3-(pyridin-3-yl)acrylamide O=C(CCCCCCNC(C=CC=1C=NC=CC1)=O)NNCCC